(R)-N-((S)-1'-(6-mercapto-1,2,4-triazin-3-yl)-1,3-dihydrospiro[indene-2,4'-piperidin]-1-yl)-2-methylpropan-2-sulfinamide SC1=CN=C(N=N1)N1CCC2(CC1)[C@@H](C1=CC=CC=C1C2)N[S@](=O)C(C)(C)C